O[C@H]1CCOC2=CC=C(C=C12)C(=O)OC (S)-methyl 4-hydroxychroman-6-carboxylate